4,5-diamino-1-ethyl-pyrazole NC=1C=NN(C1N)CC